3-(1H-benzo[d]imidazol-5-yl)-1-(3-phenyl-propyl)-4-(4-propoxyphenyl)imidazolidin-2-one N1C=NC2=C1C=CC(=C2)N2C(N(CC2C2=CC=C(C=C2)OCCC)CCCC2=CC=CC=C2)=O